ethylene tetrahydroterephthalate C1(C2CCC(C(=O)OCCO1)C=C2)=O